(5-bromopyrimidin-2-yl)-4-chloro-7-methyl-7H-pyrrolo[2,3-d]pyrimidine BrC=1C=NC(=NC1)C=1N=C(C2=C(N1)N(C=C2)C)Cl